5-(2-[3-[2-(5-chloro-4-[[1-methyl-2-oxo-3-(2-oxopropoxy)quinolin-6-yl]amino]pyrimidin-2-yl)ethynyl]piperidin-1-yl]ethoxy)-2-(2,6-dioxopiperidin-3-yl)isoindole-1,3-dione ClC=1C(=NC(=NC1)C#CC1CN(CCC1)CCOC=1C=C2C(N(C(C2=CC1)=O)C1C(NC(CC1)=O)=O)=O)NC=1C=C2C=C(C(N(C2=CC1)C)=O)OCC(C)=O